COC(=O)C=1CCN(CC1)C1=NC=C(C=N1)C1=CC=C(C=C1)F 1-(5-(4-fluorophenyl)pyrimidin-2-yl)-1,2,3,6-tetrahydropyridine-4-carboxylic acid methyl ester